S-(6-mercaptopyridyl)-thioglycolic acid-disulfide SC1=CC=CC(=N1)S(CC(=O)O)(=S)=S